C1(=CC=CC=C1)N(C1=CC=C(C=C1)N(C1=CC=C(C=C1)CCCCCC)C1=CC=CC=C1)C1=CC=C(C=C1)CCCCCC (N,N'-diphenyl)-N,N'-di(p-hexylphenyl)-1,4-diaminobenzene